2-(3-hydroxyazetidin-1-yl)-N-(1-(4-methoxyphenyl)-2-oxo-2-((4-(trimethylsilyl)phenyl)amino)ethyl)-2-methylpropanamide OC1CN(C1)C(C(=O)NC(C(NC1=CC=C(C=C1)[Si](C)(C)C)=O)C1=CC=C(C=C1)OC)(C)C